CC1=CC=C(O1)CN 5-Methyl-2-furanmethanamine